C(CCCCCCC\C=C/CC)O cis-9-dodecene-1-ol